CN(CCN(C1=C(C=C(C=C1)NC1=NC(=NC=C1C(F)(F)F)C1=CNC2=CC(=CC=C12)F)NC(C)=O)CC)C N-(2-((2-(dimethylamino)ethyl)(ethyl)amino)-5-((2-(6-fluoro-1H-indol-3-yl)-5-(trifluoromethyl)pyrimidin-4-yl)amino)phenyl)acetamide